C(C)(C)(C)OC(=O)N1[C@@H](CN([C@H](C1)CC#N)C=1C=2C(N(C(C1)=O)C)=CN(N2)C2OCCCC2)C (2R,5S)-5-(cyanomethyl)-2-methyl-4-(4-methyl-5-oxo-2-(tetrahydro-2H-pyran-2-yl)-4,5-dihydro-2H-pyrazolo[4,3-B]pyridin-7-yl)piperazine-1-carboxylic acid tert-butyl ester